C(C)(C)(C)OC(=O)N1CCC(CC1)(C1=CC=NN1C)O 1-tert-butoxycarbonyl-4-hydroxy-4-(1-methyl-1H-pyrazol-5-yl)piperidine